C(C=C)(=O)N1C[C@@H](CC1)N1C(N(C=2C=NC=CC21)C2=CC=C(C=C2)OC2=C(C(=CC=C2)C)OC)=O (R)-1-(1-acryloylpyrrolidin-3-yl)-3-(4-(2-methoxy-3-methylphenoxy)phenyl)-1H-imidazo[4,5-c]pyridin-2(3H)-one